FC1=CC(=C(C=C1)[C@@H]1[C@@H](O[C@]([C@H]1C)(C(F)(F)F)C)C(=O)NC1=CC(=NC=C1)C(=O)N)O (2R,3R,4S,5R)-4-[[3-(4-fluoro-2-hydroxy-phenyl)-4,5-dimethyl-5-(trifluoromethyl)tetrahydrofuran-2-carbonyl]amino]pyridine-2-carboxamide